FC(CC[Si](O)(O)O)(F)F trifluoropropylsilanetriol